Tert-butyl 5-(6-(cyclopropylcarbamoyl)-7-hydroxy-5-oxo-4-((tetrahydro-2H-pyran-4-yl)methyl)-4,5-dihydropyrazolo[1,5-a]pyrimidin-3-yl)-3,6-dihydropyridine-1(2H)-carboxylate C1(CC1)NC(=O)C=1C(N(C=2N(C1O)N=CC2C2=CCCN(C2)C(=O)OC(C)(C)C)CC2CCOCC2)=O